C(C1=CC=CC=C1)OC1=C(C#N)C=C(C=N1)[Sn](C)(C)C 2-(benzyloxy)-5-(trimethylstannyl)nicotinonitrile